C(C)(C)(C)OC1=C(C=C(C=C1)[C@H]([C@@H](CN1CCCC1)NC(CC1CC2=CC=CC=C2C1)=O)O)Cl N-((1R,2R)-1-(4-(tert-butoxy)-3-chlorophenyl)-1-hydroxy-3-(pyrrolidin-1-yl)propan-2-yl)-2-(2,3-dihydro-1H-inden-2-yl)acetamide